1-(4-[(cyclopropylmethyl)amino]-6,7-dimethyl-1,3-dihydro-2H-pyrrolo[3,4-c]pyridin-2-yl)-2-[1-(pyrimidin-4-yl)azetidin-3-yl]ethanone C1(CC1)CNC1=NC(=C(C2=C1CN(C2)C(CC2CN(C2)C2=NC=NC=C2)=O)C)C